3-[5-[9-[[4-[(3R,5R)-5-[(5-bromo-1-methyl-6-oxo-pyridazin-4-yl)amino]-1-methyl-3-piperidyl]phenyl]methyl]-3,9-diazaspiro[5.5]undecan-3-yl]-2-fluoro-phenyl]piperidine-2,6-dione BrC1=C(C=NN(C1=O)C)N[C@@H]1C[C@@H](CN(C1)C)C1=CC=C(C=C1)CN1CCC2(CCN(CC2)C=2C=CC(=C(C2)C2C(NC(CC2)=O)=O)F)CC1